C1(CC1)C1=NC=C(C(=C1)NC(=O)N1C[C@](CC1)(C1=NC=NS1)C1=CC(=C(C=C1)C)F)S(NC)(=O)=O |o1:14| (R or S)-N-(2-cyclopropyl-5-(N-methylsulfamoyl)pyridin-4-yl)-3-(3-fluoro-4-methylphenyl)-3-(1,2,4-thiadiazol-5-yl)pyrrolidine-1-carboxamide